C(#N)C(=C1C(=C2C(=C(C3=C(C(C(=C4C(=C(C(=C1F)C2=C43)F)F)F)=C(C#N)C#N)F)F)F)F)C#N 2-(7-dicyanomethylene-1,3,4,5,6,8,9,10-octafluoro-7H-pyrene-2-ylidene)malononitrile